N-(5-chloro-2-propoxybenzyl)-N-(4-(N-(prop-2-yn-1-yl)sulfamoyl)phenethyl)-2-(pyridin-2-yl)acetamide ClC=1C=CC(=C(CN(C(CC2=NC=CC=C2)=O)CCC2=CC=C(C=C2)S(NCC#C)(=O)=O)C1)OCCC